NC1=NC=2N(C=C1)N=C(C2C=2C=NN(C2)C)C=2C=C(C#N)C=CC2 3-[5-amino-3-(1-methylpyrazol-4-yl)pyrazolo[1,5-a]pyrimidin-2-yl]benzonitrile